2-chloro-6-(4-(1-methyl-4-(2-morpholinopyrimidin-5-yl)-6-oxo-1,6-dihydropyridin-3-yl)-1H-pyrazol-1-yl)benzonitrile ClC1=C(C#N)C(=CC=C1)N1N=CC(=C1)C1=CN(C(C=C1C=1C=NC(=NC1)N1CCOCC1)=O)C